N1C(CC1)COC=1C=CC(=C(C(=O)NC2(CC2)C2=C3C=CC(=NC3=CC(=C2)OC)C)C1)F 5-(Azetidin-2-ylmethoxy)-2-fluoro-N-(1-(7-methoxy-2-methylquinolin-5-yl)cyclopropyl)benzamide